7-(1-((1H-indol-6-yl)methyl)piperidin-4-yl)-5-(4-fluorophenyl)-5H-pyrrolo[3,2-d]pyrimidine N1C=CC2=CC=C(C=C12)CN1CCC(CC1)C1=CN(C2=C1N=CN=C2)C2=CC=C(C=C2)F